Cl.Cl.N1C(=NC2=C1C=CC=C2)CCN 2-(1H-benzimidazol-2-yl)ethylamine dihydrochloride